OC1=CC=C(C=C1)C=CC1=CC=C(C=C1)[O-] 4-[2-(4-hydroxyphenyl)ethenyl]phenolate